1-ethyl-3,3-dimethyl-6-(methylthio)-5-phenyl-3,5-dihydroimidazo[4,5-c][1,2]thiazine-4(1H)-one 2,2-dioxide C(C)N1S(C(C(C2=C1N=C(N2C2=CC=CC=C2)SC)=O)(C)C)(=O)=O